4-Chloro-6-(3-methoxy-2-methylphenyl)-5-methyl-2-(1-methyl-1H-imidazol-2-yl)pyrrolo[2,1-f][1,2,4]triazine ClC1=NC(=NN2C1=C(C(=C2)C2=C(C(=CC=C2)OC)C)C)C=2N(C=CN2)C